C(#N)C[C@@H]1N(CCNC1)C1=CC=CC=C1COC(=O)N1[C@H]2[C@@H]([C@H]2COCC1)Cl.NCN1C(CCC1CO)=O (aminomethyl)-5-(hydroxymethyl)pyrrolidin-2-one (S)-2-(cyanomethyl)piperazineBenzyl-(1R,7R,8R)-8-chloro-5-oxa-2-azabicyclo[5.1.0]octane-2-carboxylate